3-(2-{6-chloro-8-cyclopropylimidazo[1,5-a]pyridin-5-yl}ethynyl)-1-[(3S,5R)-5-(methoxymethyl)-1-(prop-2-enoyl)pyrrolidin-3-yl]-5-(methylamino)pyrazole-4-carboxamide ClC=1C=C(C=2N(C1C#CC1=NN(C(=C1C(=O)N)NC)[C@@H]1CN([C@H](C1)COC)C(C=C)=O)C=NC2)C2CC2